5-fluoro-3-(2-(3-(2,4-dimethylphenyl)-4-oxothiazolidin-2-ylidene)hydrazono)-1H-indol-2-one FC=1C=C2C(C(NC2=CC1)=O)=NN=C1SCC(N1C1=C(C=C(C=C1)C)C)=O